5-(benzyloxy)-2-cyclopentyl-N-(1-methylpiperidin-4-yl)benzofuran-3-carboxamide C(C1=CC=CC=C1)OC=1C=CC2=C(C(=C(O2)C2CCCC2)C(=O)NC2CCN(CC2)C)C1